NCCCN(CCCN)CCCCCCCCCCCC N,N-bis(3-aminopropyl)dodecylamine